CN1C(C(=NC2=CC=CC=C12)C1=CC(=CC=C1)[N+](=O)[O-])=O 1-Methyl-3-(3-nitrophenyl)quinoxalin-2(1H)-one